dimethyl-(tert-butyl)aluminum C[Al](C(C)(C)C)C